2-(2-((3R,4R)-3-Amino-4-fluoropiperidin-1-yl)-5,6-difluoro-1H-benzo[d]imidazol-1-yl)-N-methyl-N-(1-(pyridin-2-yl)ethyl)acetamid N[C@@H]1CN(CC[C@H]1F)C1=NC2=C(N1CC(=O)N(C(C)C1=NC=CC=C1)C)C=C(C(=C2)F)F